C(C1=CC=CC=C1)OC(NC12CCC(CC1)(CC2)C(F)F)=O (4-(difluoromethyl)bicyclo[2.2.2]octan-1-yl)carbamic acid benzyl ester